(E)-N'-(3,3,5-trimethylcyclohexylidene)benzohydrazide CC1(C\C(\CC(C1)C)=N\NC(C1=CC=CC=C1)=O)C